NCC=1C(NC(=CC1CC)CC)=O 3-(aminomethyl)-4,6-diethylpyridin-2(1H)-one